CC(C(C)O)CCCCC L-3-methyl-2-octanol